racemic-N-benzyl-3-hydroxypiperidine C(C1=CC=CC=C1)N1C[C@@H](CCC1)O |r|